(3H-benzo[e]indol-2-yl)-(2-hydroxy-phenyl)-methanone C1=C(NC=2C=CC3=C(C12)C=CC=C3)C(=O)C3=C(C=CC=C3)O